FC(C(=O)O)(F)F.C1(CC1)C=1C=C(C=C(C1)C)C1CC(C1)NC 3-(3-cyclopropyl-5-methylphenyl)-N-methylcyclobutan-1-amine, trifluoroacetate salt